CC1=NC(=CC=C1N1CCN(CC1)CC=1C=CC=2C3=C(C(NC2C1)=O)C=NN3C(=O)OC(C)(C)C)C(NC)=O tert-butyl 7-((4-(2-methyl-6-(methylcarbamoyl)pyridin-3-yl)piperazin-1-yl)methyl)-4-oxo-4,5-dihydro-1H-pyrazolo[4,3-c]quinoline-1-carboxylate